phenyl(biphenylyl)biphenylyl[phenyl(biphenylyl)triazinyl]dibenzothiophene C1(=CC=CC=C1)C1=C(C(=C(C2=C1SC1=C2C=CC=C1)C1=NN=NC(=C1C1=C(C=CC=C1)C1=CC=CC=C1)C1=CC=CC=C1)C1=C(C=CC=C1)C1=CC=CC=C1)C1=C(C=CC=C1)C1=CC=CC=C1